FC=1C=C(C=CC1CN1C(C2=NC=CC=C2C1=O)([2H])[2H])C=1C2=CN(N=C2C(=CC1)OC1CN(C1)C(=O)OC(C)(C)C)C tert-butyl 3-((4-(3-fluoro-4-((5-oxo-5,7-dihydro-6H-pyrrolo[3,4-b]pyridin-6-yl-7,7-d2)methyl)phenyl)-2-methyl-2H-indazol-7-yl)oxy)azetidine-1-carboxylate